FC=1C=CC(=NC1)C1=NN2C(COC(C2)(C)C)=C1C1=CC(=NC=C1)NC(CC)=O N-(4-(2-(5-fluoropyridin-2-yl)-6,6-dimethyl-6,7-dihydro-4H-pyrazolo[5,1-c][1,4]oxazin-3-yl)pyridin-2-yl)propanamide